C(#N)N1CCC(CC1)N1N=NC(=C1C)C1=CC=2N(C(=C1)O[C@H](CC)C1=NC=CC=C1)C(=CN2)C#N 7-[1-(1-cyano-4-piperidyl)-5-methyl-triazol-4-yl]-5-[(1R)-1-(2-pyridyl)propoxy]imidazo[1,2-a]pyridine-3-carbonitrile